CN(C)CC=1C=C(C=CC1O)C=CC(=O)C1=C(C=C(C=C1)C1=C(C=CC=C1)OC)N1CCN(CC1)C 3-[3-[(Dimethylamino)methyl]-4-hydroxyphenyl]-1-[4-(2-methoxyphenyl)-2-(4-methylpiperazin-1-yl)phenyl]prop-2-en-1-one